ClC1=CC(=C(OC=2C=C(C=C(C2)C)C=2C3=C(C(N(C2)C)=O)NC(=C3)C(=O)NCCC)C(=C1)C)C 4-(3-(4-chloro-2,6-dimethylphenoxy)-5-methylphenyl)-6-methyl-7-oxo-N-propyl-6,7-dihydro-1H-pyrrolo[2,3-c]pyridine-2-carboxamide